C(C)OC[C@H](CCC=C)S(=O)(=O)N(CC1=CC=C(C=C1)OC)CC1=CC=C(C=C1)OC (S)-1-ETHOXY-N,N-BIS(4-METHOXYBENZYL)HEX-5-ENE-2-SULFONAMIDE